C(C)(C)(C)OC(=O)N1CCN(CC1)C1=NC(=NC2=CC(=C(C=C12)Cl)C1=NC(=CC(=C1C(F)(F)F)C)N)C 4-[7-[6-amino-4-methyl-3-(trifluoromethyl)pyridin-2-yl]-6-chloro-2-methyl-quinazolin-4-yl]Piperazine-1-carboxylic acid tert-butyl ester